ClC=1C=C2C(=C(C=NC2=C(C1)F)CO)C(C)C (6-chloro-8-fluoro-4-isopropylquinolin-3-yl)methanol